2-(4-chlorobenzoyl)hydrazine ClC1=CC=C(C(=O)NN)C=C1